2,2-difluoro-3-(4-fluorophenyl)propionamide FC(C(=O)N)(CC1=CC=C(C=C1)F)F